C(C)N[C@@H](C(C)C)C(=O)O N-ethyl-L-valine